CC(C#N)(C)C1=NC=C(C=C1)N1C(N(C=2C=NC=3C=CC(=CC3C21)C=2C=NC(=CC2)C=2C=NN(C2)C)C)=O 2-methyl-2-(5-(3-methyl-8-(6-(1-methyl-1H-pyrazol-4-yl)pyridin-3-yl)-2-oxo-2,3-dihydro-1H-imidazo[4,5-c]quinolin-1-yl)pyridin-2-yl)propionitrile